3-[4-chloro-5-cyclopropyl-3-(trifluoromethyl)pyrazol-1-yl]-N-ethyl-N-(2-methyl-1,3-benzoxazol-6-yl)benzamide ClC=1C(=NN(C1C1CC1)C=1C=C(C(=O)N(C2=CC3=C(N=C(O3)C)C=C2)CC)C=CC1)C(F)(F)F